ClC=1C=C(C=CC1F)NC1=NC=NC2=CC(=C(C=C12)O[C@@H]1CC[C@@H](CC1)N(C)C(C)=O)OC 4-[(3-chloro-4-fluorophenyl)amino]-6-[cis-4-(N-acetyl-N-methyl-amino)-cyclohexan-1-yloxy]-7-methoxy-quinazoline